amino-3-(6,7-dimethyl-2-oxo-1,2-dihydroquinolin-3-yl)propanamide hydrochloride Cl.NC(C(=O)N)CC=1C(NC2=CC(=C(C=C2C1)C)C)=O